4-(benzyloxy)-3-methoxyaniline C(C1=CC=CC=C1)OC1=C(C=C(N)C=C1)OC